(2S,4R)-4-((4-methoxybenzyl)(methyl)amino)pentan-2-ol COC1=CC=C(CN([C@@H](C[C@H](C)O)C)C)C=C1